N-[2-amino-5-(2-cyclopropylethynyl)phenyl]-4-(methylsulfonyl)benzamide NC1=C(C=C(C=C1)C#CC1CC1)NC(C1=CC=C(C=C1)S(=O)(=O)C)=O